S-AdenosylMethionine C[S+](CC[C@@H](C(=O)[O-])N)C[C@@H]1[C@H]([C@H]([C@@H](O1)N2C=NC3=C(N=CN=C32)N)O)O